(11Z)-hexadecenyl acetate C(C)(=O)OC=CCCCCCCCCCCCCCC